(2-chloro-4-methylphenyl)-2-[(6-oxo-1,3,4,7,8,8a-hexahydropyrrolo[1,2-a]pyrazin-2-yl)methyl]-1H-benzimidazole-4-carboxylic acid ClC1=C(C=CC(=C1)C)N1C(=NC2=C1C=CC=C2C(=O)O)CN2CC1N(CC2)C(CC1)=O